C(=O)(OCC1C2=CC=CC=C2C2=CC=CC=C12)C([C@@H]1CC[C@H](CC1)C(=O)O)N trans-4-(Fmoc-aminomethyl)cyclohexanecarboxylic acid